FC=1C(=C(C=CC1F)[C@H]1[C@@H](O[C@@]([C@H]1C)(C(F)(F)F)C)C(=O)NC1=CC(=NC(=C1)C)C(=O)N)OC 4-[[(2R,3S,4S,5S)-3-(3,4-Difluoro-2-methoxy-phenyl)-4,5-dimethyl-5-(trifluoromethyl)tetrahydrofuran-2-carbonyl]amino]-6-methyl-pyridin-2-carboxamid